ClC1=CC(=C(C(=N1)N)[N+](=O)[O-])N(C)CC1(CCCCC1)COC 6-Chloro-N4-{[1-(methoxymethyl)cyclohexyl]methyl}-N4-methyl-3-nitropyridin-2,4-diamine